methyl (3R,6S)-6-methyl-1-propionylpiperidine-3-carboxylate C[C@H]1CC[C@H](CN1C(CC)=O)C(=O)OC